C1=C(O[C@H]([C@@H]([C@H]1O)OS(=O)(=O)O)O[C@@H]2[C@H](O[C@@H]([C@@H]([C@H]2O)NS(=O)(=O)O)O[C@H]3[C@@H]([C@H]([C@@H](O[C@H]3C(=O)O)O[C@@H]4[C@H](O[C@@H]([C@@H]([C@H]4O)NS(=O)(=O)O)O[C@H]5[C@@H]([C@H]([C@@H](O[C@H]5C(=O)O)O[C@@H]6[C@H](O[C@@H]([C@@H]([C@H]6O)NS(=O)(=O)O)O[C@H]7[C@@H]([C@H]([C@@H](O[C@H]7C(=O)O)O[C@@H]8[C@H](O[C@@H]([C@@H]([C@H]8O)NS(=O)(=O)O)O[C@H]9[C@@H]([C@H]([C@@H](O[C@H]9C(=O)O)O[C@@H]1[C@H](O[C@@H]([C@@H]([C@H]1O)NS(=O)(=O)O)O[C@H]1[C@@H]([C@H]([C@@H](O[C@H]1C(=O)O)O[C@@H]1[C@H](O[C@@H]([C@@H]([C@H]1O)NS(=O)(=O)O)O[C@H]1[C@@H]([C@H]([C@@H](O[C@H]1C(=O)O)O[C@@H]1[C@H](O[C@@H]([C@@H]([C@H]1O)NS(=O)(=O)O)O)COS(=O)(=O)O)OS(=O)(=O)O)O)COS(=O)(=O)O)OS(=O)(=O)O)O)COS(=O)(=O)O)OS(=O)(=O)O)O)COS(=O)(=O)O)OS(=O)(=O)O)O)COS(=O)(=O)O)OS(=O)(=O)O)O)COS(=O)(=O)O)OS(=O)(=O)O)O)COS(=O)(=O)O)C(=O)O The molecule is a heparin tetradecasaccharide consisting of 4-deoxy-2-O-sulfo-alpha-L-threo-hex-4-enopyranuronosyl, 2-deoxy-6-O-sulfo-2-(sulfoamino)-alpha-D-glucopyranosyl, 2-O-sulfo-alpha-L-idopyranuronosyl, 2-deoxy-6-O-sulfo-2-(sulfoamino)-alpha-D-glucopyranosyl, 2-O-sulfo-alpha-L-idopyranuronosyl, 2-deoxy-6-O-sulfo-2-(sulfoamino)-alpha-D-glucopyranosyl, 2-O-sulfo-alpha-L-idopyranuronosyl, 2-deoxy-6-O-sulfo-2-(sulfoamino)-alpha-D-glucopyranosyl, 2-O-sulfo-alpha-L-idopyranuronosyl, 2-deoxy-6-O-sulfo-2-(sulfoamino)-alpha-D-glucopyranosyl, 2-O-sulfo-alpha-L-idopyranuronosyl, 2-deoxy-6-O-sulfo-2-(sulfoamino)-alpha-D-glucopyranosyl, 2-O-sulfo-alpha-L-idopyranuronosyl, and 2-deoxy-6-O-sulfo-2-(sulfoamino)-alpha-D-glucopyranose units joined in sequence by (1->4) linkages. Sequence: DUAp2S-(1-4)-a-D-GlcNpS6S-(1-4)-a-L-IdoAp2S-(1-4)-a-D-GlcNpS6S-(1-4)-a-L-IdoAp2S-(1-4)-a-D-GlcNpS6S-(1-4)-a-L-IdoAp2S-(1-4)-a-D-GlcNpS6S-(1-4)-a-L-IdoAp2S-(1-4)-a-D-GlcNpS6S-(1-4)-a-L-IdoAp2S-(1-4)-a-D-GlcNpS6S-(1-4)-a-L-IdoAp2S-(1-4)-a-D-GlcNpS6S. It is a heparin tetradecasaccharide, an amino oligosaccharide and an oligosaccharide sulfate.